2-(6-fluoropyridin-2-yl)-N-(methylcarbamoyl)-2-(4-(trifluoromethyl)pyridin-2-yl)acetamide FC1=CC=CC(=N1)C(C(=O)NC(NC)=O)C1=NC=CC(=C1)C(F)(F)F